BrC=1N=C(C(N(C1C1=CC=CC=C1)CC(=O)OCC1=CC=CC=C1)=O)NCC1=CC=C(C=C1)F Benzyl 2-(5-bromo-3-((4-fluorobenzyl)amino)-2-oxo-6-phenylpyrazin-1(2H)-yl)acetate